C(#N)C1=C(C(=C(C(=C1F)F)C1C(=CCC=C1)C(=O)OC)F)F Methyl 4'-cyano-2',3',5',6'-tetrafluoro-1,4-dihydro-[1,1'-biphenyl]-2-carboxylate